N1\C(\CCC1)=N\NC(=O)OCC (E)-ethyl 2-(pyrrolidin-2-ylidene)hydrazinecarboxylate